tert-Butyl 4-(difluoro(pyridine-2-sulfonyl)methyl)-4-hydroxypiperidine-1-carboxylate FC(C1(CCN(CC1)C(=O)OC(C)(C)C)O)(S(=O)(=O)C1=NC=CC=C1)F